N-{4-[4-(azetidin-1-ylcarbonyl)-1H-Pyrazol-1-yl]-3-sulfamoylphenyl}-2-(2-chlorophenyl)acetamide N1(CCC1)C(=O)C=1C=NN(C1)C1=C(C=C(C=C1)NC(CC1=C(C=CC=C1)Cl)=O)S(N)(=O)=O